N1=NC(=CC2=C1C1=C(CCC2)C=CC=C1)N1N=C(N=C1N)NC1=CC=2CN(CCCC2N=C1)C1CCCC1 1-(6,7-dihydro-5H-benzo[6,7]cyclohepta[1,2-c]pyridazin-3-yl)-N3-(6-cyclopentyl-6,7,8,9-tetrahydro-5H-pyrido[3,2-c]azepin-3-yl)-1H-1,2,4-triazole-3,5-diamine